O[C@H](C)C=1N(C2=C(C=NC(=C2)N(C)CCCCCCCCCCCCC)N1)[C@@H]1CC[C@H](CC1)CC#N trans-2-[4-[2-[(1R)-1-hydroxyethyl]-6-(tridecylmethylamino)imidazo[4,5-c]pyridin-1-yl]cyclohexyl]acetonitrile